FC(C1=CC2=C([C@@H](CO2)NC=2C=NNC2)C=C1)(F)F (S)-N-(6-(trifluoromethyl)-2,3-dihydrobenzofuran-3-yl)-1H-pyrazol-4-amine